COC1=NC2=CC(=CC(=C2N=C1)C=1SC=CN1)C 2-(2-methoxy-7-methylquinoxalin-5-yl)thiazole